ClC=1C=C(C=CC1)C(C(C1=CC=C(C=C1)Cl)N(C([O-])=O)[C@H](C(N[C@H](C=O)C[C@H]1C(NCC1)=O)=O)CC1CCCCC1)(C)C 2-(3-chlorophenyl)-1-(4-chlorophenyl)-2-methylpropyl((S)-3-cyclohexyl-1-oxo-1-(((S)-1-oxo-3-((S)-2-oxopyrrolidin-3-yl) propan-2-yl)amino)propan-2-yl)carbamate